6-(piperazin-1-yl)spiro[indoline-3,3'-piperidine]-2',6'-dione N1(CCNCC1)C1=CC=C2C(=C1)NCC21C(NC(CC1)=O)=O